C(C)(C)(C)OC(=O)OC1=CC=C(C=C1)C1(CC=NC=C1)C 4-(4-(tert-butoxycarbonyloxy)phenyl)-4-methyl-3,4-dihydropyridine